[7-(4-fluoro-2-isopropoxy-phenyl)-6-(5-prop-2-enoyl-6,7-dihydro-4H-pyrazolo[1,5-a]pyrazin-2-yl) thieno[3,2-c]pyridin-4-yl] triflate O(S(=O)(=O)C(F)(F)F)C1=NC(=C(C2=C1C=CS2)C2=C(C=C(C=C2)F)OC(C)C)C2=NN1C(CN(CC1)C(C=C)=O)=C2